OCCOC(C(=O)C1=CC=CC=C1)(C)C (2-hydroxyethoxy)-2-methyl-propiophenone